3-fluoro-7-(3-((3-fluoropyridin-4-yl)amino)-7,8-dihydro-1,6-naphthyridin-6(5H)-yl)-2,8-dimethyl-4H-pyrimido[1,2-b]pyridazin-4-one FC1=C(N=C2N(N=C(C(=C2)C)N2CC=3C=C(C=NC3CC2)NC2=C(C=NC=C2)F)C1=O)C